(3-bromo-4-((6-methoxy-7-((1-methylpiperidin-4-yl)methoxy)quinazolin-4-yl)amino)phenyl)benzamide BrC=1C=C(C=CC1NC1=NC=NC2=CC(=C(C=C12)OC)OCC1CCN(CC1)C)C1=C(C(=O)N)C=CC=C1